C(C)OC(=O)C1=C(N=CN1C(C)C1=CC(=C(C=C1)OC)OC)F [1-(3,4-Dimethoxyphenyl)ethyl]-4-fluoro-1H-imidazole-5-carboxylic acid ethyl ester